FC=1C=CC(=C(C1)[C@@H]1N(CCC1)C=1C=CC=2N(N1)C(=CN2)C2=NC=CC(=C2)[C@@H]2[C@H](CCC2)O)O (1S,2R)-2-(2-(6-((R)-2-(5-fluoro-2-hydroxyphenyl)pyrrolidin-1-yl)imidazo[1,2-b]pyridazin-3-yl)pyridin-4-yl)cyclopentan-1-ol